COC1=CC=C(C=C1)CN1C(C(CCC1=O)N1C(N(C2=C1C=CC=C2N2[C@@H]1CN([C@H](C2)C1)C(=O)OC(C)(C)C)C)=O)=O Tert-butyl (1S,4S)-5-[1-[1-[(4-methoxyphenyl)methyl]-2,6-dioxo-3-piperidyl]-3-methyl-2-oxo-benzimidazol-4-yl]-2,5-diazabicyclo[2.2.1]heptane-2-carboxylate